11,14-dimethyl-7-oxo-5-{4-[(1-oxooctadecyl) oxy] butyl}-6-oxa-8,11,14-triazapentadec-1-yl octadecanoate C(CCCCCCCCCCCCCCCCC)(=O)OCCCCC(OC(NCCN(CCN(C)C)C)=O)CCCCOC(CCCCCCCCCCCCCCCCC)=O